4-(2-(4-Methyl-1,4-diazepan-1-yl)pyridin-3-yl)-4,5-dihydropyrrolo[1,2-a]quinoxaline CN1CCN(CCC1)C1=NC=CC=C1C1C=2N(C3=CC=CC=C3N1)C=CC2